ClC=1C=C(C=CC1F)NC1=NC=NC2=CC(=C(C=C12)OC1CCN(CC1)CC(=O)N)OC 4-[(3-chloro-4-fluorophenyl)amino]-6-(1-aminocarbonylmethyl-piperidin-4-yloxy)-7-methoxy-quinazoline